4-(4-amino-3-chloro-2-fluorophenyl)benzo[d]isoxazol-3-amine NC1=C(C(=C(C=C1)C1=CC=CC2=C1C(=NO2)N)F)Cl